C(C1=CC=CC=C1)N1CC=2N(CC1)C(=NC2C(=O)N)C2=CC(=CC=C2)C2=NOC(=C2)[C@]2(C(N(CC2)C)=O)O (R)-7-benzyl-3-(3-(5-(3-hydroxy-1-methyl-2-oxopyrrolidin-3-yl)isoxazol-3-yl)phenyl)-5,6,7,8-tetrahydroimidazo[1,5-a]pyrazine-1-carboxamide